ClC1=NC2=C(C=CC=C2C(=C1)NCCC1=CC=C(C=C1)[N+](=O)[O-])C 2-chloro-8-methyl-N-(4-nitrophenylethyl)quinolin-4-amine